dioctacosyl itaconate C(C(=C)CC(=O)OCCCCCCCCCCCCCCCCCCCCCCCCCCCC)(=O)OCCCCCCCCCCCCCCCCCCCCCCCCCCCC